(R)-5-Amino-6-chloro-3-((4-hydroxy-1-(3-phenylbutanoyl)piperidin-4-yl)methyl)pyrimidin-4(3H)-one NC=1C(N(C=NC1Cl)CC1(CCN(CC1)C(C[C@@H](C)C1=CC=CC=C1)=O)O)=O